1-(4-fluorophenyl)-2-p-toluenesulfonyl-ethanone FC1=CC=C(C=C1)C(CS(=O)(=O)C1=CC=C(C)C=C1)=O